5-methyl-6-oxo-1,6-dihydropyridine-3-carboxylic acid methyl ester COC(=O)C1=CNC(C(=C1)C)=O